C(C1=CC=C(C(=O)O)C=C1)(=O)O.C(CCCCCCCCC)(O)O decanediol terephthalate